SC=1N=NSC1S 4,5-dimercapto-[1,2,3]-thiadiazole